S1SNC(=C1)S(=O)(=O)[O-] dithiazolesulfonate